[1-(Azetidin-3-yl)-6-(3-chloro-1H-pyrazol-4-yl)pyrrolo[3,2-c]pyridin-3-yl]-(6-fluorochroman-3-yl)methanone N1CC(C1)N1C=C(C=2C=NC(=CC21)C=2C(=NNC2)Cl)C(=O)C2COC1=CC=C(C=C1C2)F